N1=CN=C(C2=C1SC=C2)N2N=C(N=C2N)N 1-(thieno[2,3-d]Pyrimidin-4-yl)-1H-1,2,4-triazole-3,5-diamine